CC1=NC2=CC=C(C=C2C(=C1)C=1N=NC=CC1)C(=O)OCC ethyl 2-methyl-4-(pyridazin-3-yl)quinoline-6-carboxylate